Cl.FC1=C(C=C(OC2CC(C2)NCC2=C3C=CN=CC3=CC=C2F)C=C1)C(F)(F)F (1r,3r)-3-(4-fluoro-3-(trifluoromethyl)phenoxy)-N-((6-fluoroisoquinolin-5-yl)methyl)cyclobutane-1-amine hydrochloride